C(#N)C=1C=C(C=CC1)C=1N=C(SC1C1=CC(=NC(=C1)C)C)NC(=O)N1CCN(CC1)CCO N-[4-(3-cyanophenyl)-5-(2,6-dimethyl-4-pyridyl)thiazol-2-yl]-4-(2-hydroxyethyl)piperazine-1-carboxamide